ClC=1C=C(C=C(C1)NS(=O)(=O)C)NC(=O)C=1C=NN(C1)C1=NC=C(C=C1)N1CC(OCC1)C N-(3-chloro-5-(methylsulfonamido)phenyl)-1-(5-(2-methylmorpholino)pyridin-2-yl)-1H-pyrazole-4-carboxamide